2-methoxy-N,N-dimethylpyridine-4-amine COC1=NC=CC(=C1)N(C)C